OCCCCCCCCCCCCCCCCCCOC(CCCCCCC\C=C/CCCCCCCC)=O oleic acid 18-hydroxystearyl ester